2'-aza-2'-deoxyinosine [C@@H]1(N[C@H](O)[C@@H](CO)O1)N1C=NC=2C(O)=NC=NC12